1-(6-Nitropyridin-3-yl)-1,4-diazepane [N+](=O)([O-])C1=CC=C(C=N1)N1CCNCCC1